C(#C)[C@]1([C@H]([C@H]([C@@H](O1)N1C(=O)NC(=O)C=C1)O)O)CO 4'-ethynyl-uridine